8-{[2-(4-Bromophenyl)imidazo[1,2-a]pyridin-3-yl]methyl}-3,8-diazabicyclo[3.2.1]octan-Dihydrochlorid Cl.Cl.BrC1=CC=C(C=C1)C=1N=C2N(C=CC=C2)C1CN1C2CNCC1CC2